C1(=CC=CC=C1)\N=N\C1=C(C=CC2=CC=CC=C12)O (E)-1-(phenylazo)naphthalene-2-ol